OC1=CC=C(C=C1)C(C)O 1-(4-hydroxyphenyl)ethanol